1,20-(ethanediylidene)-6,10-(Metheno)pyrimido[1,6-k][1,8,11,13]benzoxatriazacyclohexadecin-4-one C1=2N=CC(C=3N1C(C=NC=CC=CC=COC1=C4C(N3)=CC1=CC=C4)=CC2)=O